N1C(CCC1)=O Pyrrolidinon